(R)-N-(1'-(2-(1,1-difluoroethyl)-6-((1-methylpyrrolidin-3-yl)oxy)pyrimidin-4-yl)-1',2'-dihydrospiro[cyclopropane-1,3'-pyrrolo[3,2-c]pyridin]-6'-yl)acetamide FC(C)(F)C1=NC(=CC(=N1)N1CC2(C=3C=NC(=CC31)NC(C)=O)CC2)O[C@H]2CN(CC2)C